COC1=CC=C(C(=O)N2CC3=CC=CC(=C3CC2)C(CC(=O)O)C2=CC3=CC=CC=C3C=C2)C=C1 3-(2-(4-methoxybenzoyl)-1,2,3,4-tetrahydroisoquinolin-5-yl)-3-(2-naphthyl)propionic acid